1-ethoxyvinyl-tributyl-tin C(C)OC(=C)[Sn](CCCC)(CCCC)CCCC